fluoro-6-methoxy-N-{4-[(triisopropylsilyl)oxy]phenyl}pyridin-3-amine FC1=NC(=CC=C1NC1=CC=C(C=C1)O[Si](C(C)C)(C(C)C)C(C)C)OC